C(CCCCC)=[NH2+] hexaaniminium